C1(CC1)CC(O)O 2-cyclopropylethane-1,1-diol